FC(C=1C=C(C=C(C1)C(F)(F)F)C1=NN(C=N1)/C=C(/C(=O)O)\C=1C=NC=C(C1)F)(F)F (E)-3-(3-(3,5-bis(trifluoromethyl)phenyl)-1H-1,2,4-triazol-1-yl)-2-(5-fluoropyridin-3-yl)acrylic acid